4-hydroxy-3,5-diiodophenyl-valeric acid OC1=C(C=C(C=C1I)C(C(=O)O)CCC)I